2,4,6-tris(4-hydroxyphenyl)triazine C1=CC(=CC=C1C2=NC(=NC(=N2)C3=CC=C(C=C3)O)C4=CC=C(C=C4)O)O